C(C1=CC=CC=C1)N1C=CC2=C(C=CC=C12)COCC(CO)O 3-((1-benzyl-1H-indol-4-yl)methoxy)propane-1,2-diol